[Br-].CNCCCC1=C(C=CC=C1)P(C1=CC=CC=C1)C1=CC=CC=C1 (3-(methylamino)propyl)triphenylphosphine bromide